NC=1C2=C(C3=C(C(=C(N3N)C=C3C=CC(C=C4C=CC(=CC(C1)=N2)N4)=N3)C3=CC=CC=C3)N)N.[Ni] nickel tetraaminophenyl-porphyrin